thiodiethylenedi[3-[3,5-di-tert-butyl-4-hydroxyphenyl] propionate] S(CCC(C(=O)[O-])CC1=CC(=C(C(=C1)C(C)(C)C)O)C(C)(C)C)CCC(C(=O)[O-])CC1=CC(=C(C(=C1)C(C)(C)C)O)C(C)(C)C